3-(4,5-dimethyl-3,6-dioxocyclohex-1,4-dien-1-yl)propanoic acid CC=1C(C=C(C(C1C)=O)CCC(=O)O)=O